(S)-1-(trifluoromethoxy)propan-2-ol FC(OC[C@H](C)O)(F)F